3-[(4-fluorophenoxy)methyl]-2-(2-methoxy-5-phenyl-1,3-thiazole-4-carbonyl)-2-azabicyclo[3.1.1]heptane FC1=CC=C(OCC2N(C3CC(C2)C3)C(=O)C=3N=C(SC3C3=CC=CC=C3)OC)C=C1